ClC=1C=C(C=CC1)C1=NN=C(O1)NC(C1=CC(=CC(=C1)C(F)(F)F)F)=O N-(5-(3-chlorophenyl)-1,3,4-oxadiazol-2-yl)-3-fluoro-5-(trifluoromethyl)benzamide